BrC1=C(NC=C1)C#N bromo-pyrrolonitrile